N(=[N+]=[N-])CC1CCN(CC1)CC1=CC(=C(C=C1)C1=C2C=CNC2=CC=C1)Cl 4-(4-((4-(Azidomethyl)piperidin-1-yl)methyl)-2-chlorophenyl)-1H-indole